FC1=C(C(=CC=C1C(F)(F)F)OC)C1=CC(=NC=C1C(=O)NC=1SC(=NN1)OCCOC)C 4-(2-fluoro-6-methoxy-3-(trifluoromethyl)phenyl)-N-(5-(2-methoxyethoxy)-1,3,4-thiadiazol-2-yl)-6-methylnicotinamide